(S)-2-amino-N-(1-(8-((3-(((tert-butyldimethylsilyl)oxy)methyl)-4-fluorophenyl)ethynyl)-1-oxo-2-phenyl-1,2-dihydroisoquinolin-3-yl)ethyl)pyrazolo[1,5-a]pyrimidine-3-carboxamide NC1=NN2C(N=CC=C2)=C1C(=O)N[C@@H](C)C=1N(C(C2=C(C=CC=C2C1)C#CC1=CC(=C(C=C1)F)CO[Si](C)(C)C(C)(C)C)=O)C1=CC=CC=C1